1-cyclobutyl-N-((6-((4-(5-(methylthio)pyridin-3-yl)-1H-1,2,3-triazol-1-yl)Methyl)-1H-indol-2-yl)methyl)methylamine C1(CCC1)CNCC=1NC2=CC(=CC=C2C1)CN1N=NC(=C1)C=1C=NC=C(C1)SC